[N+](=[N-])=CC(CC[C@@H](C(=O)OC(C)C)NC([C@H](C1=CC=CC=C1)OC(C)C)=O)=O isopropyl (S)-6-diazo-2-((S)-2-isopropoxy-2-phenylacetamido)-5-oxohexanoate